N-(6-(4,4-difluoropiperidin-1-yl)-5-(1-methyl-1H-pyrazol-4-yl)pyrazin-2-yl)-4-iodo-2-(6-azaspiro[2.5]oct-6-yl)benzamide FC1(CCN(CC1)C1=C(N=CC(=N1)NC(C1=C(C=C(C=C1)I)N1CCC2(CC2)CC1)=O)C=1C=NN(C1)C)F